ClCCC(=O)C=1C=NN2C1N=C(C=C2C(F)(F)F)C2=CC=C(C=C2)OC 3-chloro-1-[5-(4-methoxyphenyl)-7-(trifluoromethyl)pyrazolo[1,5-a]pyrimidine-3-yl]propan-1-one